9-ethylidenetetracyclo[6.2.1.13,6.02,7]dodeca-4-ene C(C)=C1C2C3C4C=CC(C3C(C1)C2)C4